6,8-DICHLORO-3-FORMYLCOUMARIN ClC=1C=C2C=C(C(OC2=C(C1)Cl)=O)C=O